FC(C(=O)O)(F)F.COC=1C=C2CC(NC2=CC1)=O 5-methoxyindoline-2-one trifluoroacetate